N1(CCOCC1)C1=NC(=NC(=N1)C=1SC(=CC1)CN1CCOCC1)C1=CC=C(C=C1)NC(=O)NC1=CC=NC=C1 1-(4-(4-morpholinyl-6-(5-(morpholinylmethyl)thiophen-2-yl)-1,3,5-triazin-2-yl)phenyl)-3-(pyridin-4-yl)urea